methyl 2-(2-(2-(4-((2-methoxy ethyl)carbamoyl)phenyl)thiazole-4-carboxamido)acrylamido)acrylate COCCNC(=O)C1=CC=C(C=C1)C=1SC=C(N1)C(=O)NC(C(=O)NC(C(=O)OC)=C)=C